chloro[2-(dicyclohexylphosphino)-3,6-dimethyl-oxy-2',4',6'-triisopropyl-1,1'-biphenyl] ClC1=C(C(=C(C(=C1)OC)C1=C(C=C(C=C1C(C)C)C(C)C)C(C)C)P(C1CCCCC1)C1CCCCC1)OC